C1=CC=CC=CO1 oxacycloheptatrien